dimethyl-2-hydroxyoctadecyl-amine oxide C[N+](CC(CCCCCCCCCCCCCCCC)O)(C)[O-]